perfluorohexanoic acid lithium salt [Li+].FC(C(=O)[O-])(C(C(C(C(F)(F)F)(F)F)(F)F)(F)F)F